4-(3-bromo-5-isobutyl-1H-pyrazol-1-yl)-2-cyclobutoxypyridine BrC1=NN(C(=C1)CC(C)C)C1=CC(=NC=C1)OC1CCC1